4,4'-((1E,1'E)-1,4-phenylenebis(ethene-2,1-diyl))bis(N,N-diphenylaniline) C1(=CC=C(C=C1)/C=C/C1=CC=C(N(C2=CC=CC=C2)C2=CC=CC=C2)C=C1)/C=C/C1=CC=C(N(C2=CC=CC=C2)C2=CC=CC=C2)C=C1